bis(4-methylcarboxylphenyl) carbonate C(OC1=C(C=C(C=C1)C)C(=O)O)(OC1=C(C=C(C=C1)C)C(=O)O)=O